ethyl-l-4-piperidyl-l-3-methyl-2-oxo-benzimidazol C(C)C1=C(C2=C(NC(N2C)=O)C=C1)C1CCNCC1